4-{2-[2-(4-methoxynaphthalene-1-sulfonamido)phenyl]ethynyl}-2-methylbenzoic acid COC1=CC=C(C2=CC=CC=C12)S(=O)(=O)NC1=C(C=CC=C1)C#CC1=CC(=C(C(=O)O)C=C1)C